CC(CC(=O)N[C@H](CC1=NC2=CC=CC=C2C=C1)C1=CC=CC=C1)C (R)-3-methyl-N-(1-phenyl-2-(quinolin-2-yl)ethyl)-butyramide